C1(=CC=CC=C1)CCCCCCNC1=CC=C(C=C1)N phenylhexyl-p-phenylenediamine